FC1=CC(=C(C=C1)C=1N=NC(=C2C1SC=C2)C=2C=C1CCN(CC1=CC2)C(=O)OC(C)(C)C)OCCOCCNC(=O)OCC2(CC2)C(F)(F)F tert-butyl 6-[7-[4-fluoro-2-[2-[2-[[1-(trifluoromethyl) cyclopropyl]methoxycarbonylamino]ethoxy]ethoxy]phenyl]thieno[2,3-d]pyridazin-4-yl]-3,4-dihydro-1H-isoquinoline-2-carboxylate